(S)-N-(1-(pyrrolidin-1-yl)propan-2-yl)-5-(4-(trifluoromethyl)phenyl)-2-naphthamide N1(CCCC1)C[C@H](C)NC(=O)C1=CC2=CC=CC(=C2C=C1)C1=CC=C(C=C1)C(F)(F)F